(1R,3r)-3-((4-methyl-4H-1,2,4-triazol-3-yl)methyl)-3-(3-(6-(((S)-3-methylpiperidin-1-yl)methyl)-1-oxo-4-(trifluoromethyl)isoindolin-2-yl)phenyl)cyclobutane-1-carbonitrile CN1C(=NN=C1)CC1(CC(C1)C#N)C1=CC(=CC=C1)N1C(C2=CC(=CC(=C2C1)C(F)(F)F)CN1C[C@@H](CCC1)C)=O